(trifluoromethyl)-1',2'-dihydrospiro[pyrrolidine-3,3'-pyrrolo[3,2-c]pyridine]-5-carboxamide FC(F)(F)N1CC2(C=3C=NC=CC31)CNC(C2)C(=O)N